methyl 6-chloro-5-iodo-3-[3-(trifluoromethyl)phenoxy]pyridazine-4-carboxylate ClC1=C(C(=C(N=N1)OC1=CC(=CC=C1)C(F)(F)F)C(=O)OC)I